tert-butyl 2-(dimethylamino)-1-methyl-4-phenyl-1H-imidazole-5-carboxylate CN(C=1N(C(=C(N1)C1=CC=CC=C1)C(=O)OC(C)(C)C)C)C